2-(2-((1R,5S,6r)-3-oxabicyclo[3.1.0]hexan-6-yl)-2H-pyrazolo[3,4-b]pyridin-6-yl)-5-chloro-3-methylphenol [C@H]12COC[C@@H]2C1N1N=C2N=C(C=CC2=C1)C1=C(C=C(C=C1C)Cl)O